NC1=NC2=C(C3=CN=CC=C13)C=C(C=C2)C(=O)N(C2CCC1=NC(=CC=C12)C=1C=NN(C1)C)C 5-amino-N-methyl-N-(2-(1-methyl-1H-pyrazol-4-yl)-6,7-dihydro-5H-cyclopenta[b]pyridin-5-yl)benzo[c][2,6]naphthyridin-9-carboxamide